ClC1=NC(=CC(=C1)C=1C=C(C=CC1C)C1=C(C(=O)N)C=CN=C1C(F)(F)F)OCC (3-(2-chloro-6-ethoxypyridin-4-yl)-4-methylphenyl)-2-(trifluoromethyl)isonicotinamide